6-((4-trifluoromethylbenzyl)oxy)-4-oxo-1,4-dihydroquinoline-3-carboxylic acid FC(C1=CC=C(COC=2C=C3C(C(=CNC3=CC2)C(=O)O)=O)C=C1)(F)F